2-chlorobenzalmalononitrile ClC1=C(C=C(C#N)C#N)C=CC=C1